(R)-Methyl 2-fluoro-4-(oxiran-2-ylmethoxy)benzoate FC1=C(C(=O)OC)C=CC(=C1)OC[C@@H]1OC1